N1N=CC=2C1=NC=C(C2)CN2CCC1=CC=C(C=C21)C(=O)NC2=CC(=CC=C2)OC(F)(F)F 1-((1H-pyrazolo[3,4-b]pyridin-5-yl)methyl)-N-(3-(trifluoromethoxy)phenyl)indoline-6-carboxamide